OC1(CCCC1)CC=1OC(=CN1)C=1C=CC(=NC1C1=CC=2N(C=C1)C=C(N2)C)C#N 5-(2-((1-hydroxycyclopentyl)methyl)oxazol-5-yl)-6-(2-methylimidazo[1,2-a]pyridin-7-yl)picolinonitrile